CN1N=CC(=C1)C1=CC=2N(C(=N1)O[C@H]1CN(CC1)C(=O)OC(C)(C)C)C=CN2 tert-butyl (R)-3-((7-(1-methyl-1H-pyrazol-4-yl)imidazo[1,2-c]pyrimidin-5-yl)oxy)pyrrolidine-1-carboxylate